C(C)(C)(C)C=1NC2=C(C=CC(=C2C1C=O)Cl)C 2-TERT-BUTYL-4-CHLORO-7-METHYL-1H-INDOLE-3-CARBALDEHYDE